[Cl-].[Cl-].C[Zr+2](C=1C(C2=C(C=C(C=C2C1)C)C)C)C1C=CC=C1 methylcyclopentadienyl-(1,5,7-trimethylindenyl)zirconium dichloride